1-(5-methylthiazol-2-yl)ethylcyclohexanone Lithium Phenyl-2,4,6-trimethylbenzoylphosphinat C1(=CC=CC=C1)P([O-])(=O)C(C1=C(C=C(C=C1C)C)C)=O.[Li+].CC1=CN=C(S1)C(C)C1C(CCCC1)=O